4-methyl-N-(4-(4-morpholino-7H-pyrrolo[2,3-d]pyrimidin-6-yl)phenyl)piperidine-4-carboxamide CC1(CCNCC1)C(=O)NC1=CC=C(C=C1)C1=CC2=C(N=CN=C2N2CCOCC2)N1